1-(4-(3-(4-isobutyl-3-(trifluoromethyl)phenyl)-1,2,4-oxadiazol-5-yl)benzyl)azetidine-3-carboxylic acid C(C(C)C)C1=C(C=C(C=C1)C1=NOC(=N1)C1=CC=C(CN2CC(C2)C(=O)O)C=C1)C(F)(F)F